5-(4-bromomethyl-1,1-biphenyl-2-yl)-1-trityl-tetrazole platinum-nickel-indium [In].[Ni].[Pt].BrCC1=CC(=C(C=C1)C1=CC=CC=C1)C1=NN=NN1C(C1=CC=CC=C1)(C1=CC=CC=C1)C1=CC=CC=C1